tert-butyl 4-(((benzyloxy)carbonyl)amino)-2-bromo-4-(3-methylbicyclo[1.1.1]pentan-1-yl)-3-oxobutanoate C(C1=CC=CC=C1)OC(=O)NC(C(C(C(=O)OC(C)(C)C)Br)=O)C12CC(C1)(C2)C